(S)-2-(4-((2-((4-Chloro-2-fluorophenoxy)methyl)pyridin-4-yl)oxy)-2-fluorobenzyl)-4-fluoro-1-(oxetan-2-ylmethyl)-1H-benzo[d]imidazole-6-carboxylic acid ClC1=CC(=C(OCC2=NC=CC(=C2)OC2=CC(=C(CC3=NC4=C(N3C[C@H]3OCC3)C=C(C=C4F)C(=O)O)C=C2)F)C=C1)F